BrC1=CC2=C(N(C(O2)=O)CCNC(\C=C\C2=CC(=C(C(=C2)OC)OC)OC)=O)C=C1 (E)-N-(2-(6-bromo-2-oxo-2,3-dihydro-1,3-benzoxazol-3-yl)ethyl)-3-(3,4,5-trimethoxyphenyl)acrylamide